FC(C=1C(=C(C=CC1)[C@@H](C)NC=1C=2C(N=C(N1)C)=CC(N(C2)C2(CNCC2)C)=O)F)F 4-(((R)-1-(3-(difluoromethyl)-2-fluorophenyl)ethyl)amino)-2-methyl-6-(3-methylpyrrolidin-3-yl)pyrido[4,3-d]pyrimidine-7(6H)-one